CC1=CC(=NC=C1OC1=CC(=C2C(=N1)N(C=N2)C)NC2=NC=C(C=C2)C(=O)N2CCC1(COC1)C2)C#N 4-methyl-5-[3-methyl-7-[[5-(2-oxa-7-azaspiro[3.4]octane-7-carbonyl)pyridin-2-yl]amino]imidazo[4,5-b]pyridin-5-yl]oxypyridine-2-carbonitrile